CC1=CC=C(C=C1)S(=O)(=O)OCCOCCOCCOCCOCCOCCN1N=CC(=C1)B1OC(C(O1)(C)C)(C)C 17-(4-(4,4,5,5-tetramethyl-1,3,2-dioxaborolan-2-yl)-1H-pyrazol-1-yl)-3,6,9,12,15-pentaoxaheptadecyl 4-methylbenzenesulfonate